1-(imidazo[1,2-a]pyridin-7-yloxymethyl)-2-oxabicyclo[2.1.1]hexan N=1C=CN2C1C=C(C=C2)OCC21OCC(C2)C1